ICC(C(=O)OC1CC(OC2=C(C=CC=C12)C1CCNCC1)(C)C1=NC=C(C=C1)Cl)CCCCCCCCCCCCCC 2-(5-Chloro-2-pyridinyl)-2-methyl-8-(4-piperidinyl)chroman-4-ol Iodomethyl-hexadecanoate